O=C1[C@@]2(C=3C(=NC=CC3)N1)CC=1C(=NC=C(C1)C(=O)OC)C2 (S)-methyl 2'-oxo-1',2',5,7-tetrahydrospiro[cyclopenta[B]pyridine-6,3'-pyrrolo[2,3-B]pyridine]-3-carboxylate